(R)-7-Cyclobutyl-N-(1,1-dioxido-2,3-dihydrothiophen-3-yl)-4-methyl-2-oxo-1,2-dihydroquinoline-3-carboxamide C1(CCC1)C1=CC=C2C(=C(C(NC2=C1)=O)C(=O)N[C@H]1CS(C=C1)(=O)=O)C